ClC1=CC=C(/C=C/C2=CN(C3=NC=C(C=C32)NS(=O)(=O)C)C)C=C1 (E)-N-(3-(4-Chlorostyryl)-1-methyl-1H-pyrrolo[2,3-b]pyridin-5-yl)methanesulfonamide